2-(3,5-di-tert-amyl-2-hydroxyphenyl)benzotriazol C(C)(C)(CC)C=1C(=C(C=C(C1)C(C)(C)CC)N1N=C2C(=N1)C=CC=C2)O